3-(((1R)-1-(3-(3,6-diazabicyclo[3.1.1]heptan-6-yl)-2-cyano-7-methylquinoxalin-5-yl)ethyl)amino)-6-chloropicolinic acid C12CNCC(N1C=1C(=NC3=CC(=CC(=C3N1)[C@@H](C)NC=1C(=NC(=CC1)Cl)C(=O)O)C)C#N)C2